N1N=C(C=C1)CO (1H-pyrazol-3-yl)methanol